C1N(CC2=NSC=3C(SC=C21)=CNC3)C(=O)[O-] 1H,7H-dipyrrolo[3,4-c:3',4'-g][1,6,2]dithiazocine-2(3H)-carboxylate